5-(5-cyano-2-fluorophenyl)-N-[4-(difluoromethoxy)-2,5-difluorophenyl]-1H-pyrrole-3-sulfonamide C(#N)C=1C=CC(=C(C1)C1=CC(=CN1)S(=O)(=O)NC1=C(C=C(C(=C1)F)OC(F)F)F)F